N-[2-(2-aminoethyl)phenyl]-N-ethylcarbamic acid tert-butyl ester C(C)(C)(C)OC(N(CC)C1=C(C=CC=C1)CCN)=O